NC1=NC=C(C(=N1)N)OC1=CC(=NC=C1C(C)C)S(=O)(=O)NC 4-((2,4-diamino-pyrimidin-5-yl)oxy)-5-isopropyl-N-methyl-pyridine-2-sulfonamide